COC=1C=C2C(=CNC2=CC1)CCNC1=NC=CC(=N1)N(C=1C=C2C=C(NC2=CC1)C)C N2-[2-(5-methoxy-1H-indol-3-yl)ethyl]-N4-methyl-N4-(2-methyl-1H-indol-5-yl)pyrimidine-2,4-diamine